ClC=1N=C(C2=CC=CC(=C2C1)OC)C(=O)N[C@@H]1CC[C@H](CC1)OC 3-chloro-5-methoxy-N-[(trans)-4-methoxycyclohexyl]isoquinoline-1-carboxamide